C(C)(C)OC1=NN(C=C1NC=1N=CC2=C(N1)N(C(=C2)C#N)[C@@H]2COC[C@@H]2C)C 2-((3-isopropoxy-1-methyl-1H-pyrazol-4-yl)amino)-7-((3S,4R)-4-methyltetrahydrofuran-3-yl)-7H-pyrrolo[2,3-d]pyrimidine-6-carbonitrile